1-tert-butoxycarbonyl-2,5-dihydro-1H-pyrrole-3-boronic acid pinacol ester C(C)(C)(C)OC(=O)N1CC(=CC1)B1OC(C)(C)C(C)(C)O1